C1(=CC=CC=C1)C=1N=CNC1 4-phenyl-1H-imidazol